C1=CC=CC2=C1CC=C(CC2)[Si](C)(C)C 6,9-dihydro-5h-benzo[a]cyclohepten-7-yl(trimethyl)silane